C(C#CC)(=O)N1CC(=CC1)C1=C2C(=C(NC2=C(C=C1F)C(=O)N)C)C 4-(1-(but-2-ynoyl)-2,5-dihydro-1H-pyrrol-3-yl)-5-fluoro-2,3-dimethyl-1H-indole-7-carboxamide